4-azetidinylaniline N1(CCC1)C1=CC=C(N)C=C1